1-(4-bromophenyl)-1H-pyrazole-4-carbaldehyde BrC1=CC=C(C=C1)N1N=CC(=C1)C=O